N-(2-((8-chloro-1-(2,6-dichlorophenyl)-2-(hydroxymethyl)-4-oxo-1,4-dihydro-1,6-naphthyridin-5-yl)oxy)ethyl)methanesulfonamide ClC=1C=NC(=C2C(C=C(N(C12)C1=C(C=CC=C1Cl)Cl)CO)=O)OCCNS(=O)(=O)C